pentanediamine sebacate salt C(CCCCCCCCC(=O)O)(=O)O.C(CCCC)(N)N